hydroxypropyl-oleic amide OCCCC(C(=O)N)CCCCCC\C=C/CCCCCCCC